2-ethylhexyl 3-((2-((1-cyclopropyl-1H-pyrazol-3-yl)methyl)-1-oxo-1,2-dihydrophthalazin-6-yl)thio)propanoate C1(CC1)N1N=C(C=C1)CN1C(C2=CC=C(C=C2C=N1)SCCC(=O)OCC(CCCC)CC)=O